SC(C(=O)[O-])(C)S Dimercaptopropionat